C(C)(C)O[Si](C1=CC=CC=C1)(C1=CC=CC=C1)OC(C)C diisopropyl-oxydiphenyl-silane